[N+](=O)([O-])C1=CC=C(OP(=O)(OC2=CC=CC=C2)N[C@@H](C)C(=O)OCC2COC2)C=C1 oxetan-3-ylmethyl ((4-nitrophenoxy)(phenoxy)phosphoryl)-L-alaninate